tert-butyl (tert-butoxycarbonyl)(7-(3-(1-(2,2-difluoro-1-(4-fluorophenyl)propyl)-1H-pyrazol-4-yl)-4,5-difluorophenyl)-[1,2,4]triazolo[1,5-a]pyridin-2-yl)carbamate C(C)(C)(C)OC(=O)N(C(OC(C)(C)C)=O)C1=NN2C(C=C(C=C2)C2=CC(=C(C(=C2)F)F)C=2C=NN(C2)C(C(C)(F)F)C2=CC=C(C=C2)F)=N1